pyrrolidine-2-carboxamide dihydrochloride Cl.Cl.N1C(CCC1)C(=O)N